C(C1=CC=CO1)NCCCCNCC1=CC=CO1 N,N'-Difurfuryl-1,4-butandiamin